NC1=NC=C(C2=C1C(=C(N2C)C2=C(C=C(C=C2)NC(=O)C(=C)F)F)C=2C=C(C(=NC2)C(=O)NCC2(CC2)F)Cl)C#CCN(C)C 5-{4-amino-7-[3-(dimethylamino)prop-1-ynyl]-2-{2-fluoro-4-[(2-fluoroacrylamino)]phenyl}-1-methylpyrrolo[3,2-c]pyridin-3-yl}-3-chloro-N-[(fluorocyclopropyl)methyl]pyridine-2-carboxamide